(1-(3-Chloro-4-methylphenyl)-1H-pyrrolo[2,3-b]pyridin-2-yl)(3-fluoroazetidin-1-yl)methanone ClC=1C=C(C=CC1C)N1C(=CC=2C1=NC=CC2)C(=O)N2CC(C2)F